BrC1=CC(=C(C=C1)CC#N)F 2-(4-bromo-2-fluorophenyl)acetonitrile